ClC1=C(CCl)C=C(C(=C1)Cl)[N+](=O)[O-] 2,4-dichloro-5-nitro-benzyl chloride